OCC[C@H]1CC[C@H]2[C@@H]3C=CC4=CCOC[C@]4(C)[C@H]3CC[C@]12C hydroxy-2-oxa-4,6-pregnadiene